FC1=C(C(=O)N[C@@H](C(=O)N2CCC3(CC2)C(CN(C(C3)=O)C)C3=CC=CC=C3)C(C)C)C=CC=C1 2-fluoro-N-((2R)-3-methyl-1-(9-methyl-10-oxo-7-phenyl-3,9-diazaspiro[5.5]undecan-3-yl)-1-oxobutan-2-yl)benzamide